2-(benzylthio)-7-isopropyl-7,8-dihydro-1,6-naphthyridine-6(5H)-carboxylic acid tert-butyl ester C(C)(C)(C)OC(=O)N1CC=2C=CC(=NC2CC1C(C)C)SCC1=CC=CC=C1